N-((S)-1-((3S,5R)-3-cyano-6-oxo-9-phenyl-2,7,8-triazaspiro[4.5]dec-8-en-2-yl)-4-methyl-1-oxopentan-2-yl)-4,6,7-trifluoro-N-methyl-1H-indole-2-carboxamide C(#N)[C@H]1N(C[C@]2(C1)C(NN=C(C2)C2=CC=CC=C2)=O)C([C@H](CC(C)C)N(C(=O)C=2NC1=C(C(=CC(=C1C2)F)F)F)C)=O